thieno[3,2-B]thiophene-2-carboxaldehyde S1C2=C(C=C1C=O)SC=C2